C1(CCC1)N(S(=O)(=O)NC=1C(=C(C(=O)C2=CNC3=NC=C(C=C32)C=3C=NC(=NC3)C3CC3)C=CC1)F)C 3-[3-[[cyclobutyl(methyl)sulfamoyl]amino]-2-fluoro-benzoyl]-5-(2-cyclopropylpyrimidin-5-yl)-1H-pyrrolo[2,3-b]pyridine